2-bromo-N-(isoxazol-3-yl)acetamide BrCC(=O)NC1=NOC=C1